6-deoxy-2-acetamido-glucose C(C)(=O)N[C@@](C=O)(O)[C@@H](O)[C@H](O)[C@H](O)C